6-((5-Fluoro-4-methylpyridin-2-yl)amino)-N-methoxy-4-((2-(N-methylmethylsulfonamido)phenyl)amino)nicotinamide FC=1C(=CC(=NC1)NC1=NC=C(C(=O)NOC)C(=C1)NC1=C(C=CC=C1)N(S(=O)(=O)C)C)C